C(=N)(Cl)Cl carbonimidic dichloride